1-(4-{p-[p-(4-acetyl-2-methoxyphenoxy)phenylsulfonyl]Phenoxy}-3-methoxyphenyl)-1-ethanone C(C)(=O)C1=CC(=C(OC2=CC=C(C=C2)S(=O)(=O)C2=CC=C(OC3=C(C=C(C=C3)C(C)=O)OC)C=C2)C=C1)OC